C12C(CC(CC1)C2)NS(=O)(=O)C2=CC=1\C(\C3=CC(=CC=C3C1C=C2)S(=O)(=O)NC2CC(C2)O)=N/O (Z)-N2-(bicyclo[2.2.1]heptan-2-yl)-N7-((1r,3r)-3-hydroxycyclobutyl)-9-(hydroxyimino)-9H-fluorene-2,7-disulfonamide